2'-fluoro-4'-(1,1,1,3,3,3-hexafluoro-2-hydroxypropan-2-yl)-[1,1'-Biphenyl]-4-carbaldehyde FC1=C(C=CC(=C1)C(C(F)(F)F)(C(F)(F)F)O)C1=CC=C(C=C1)C=O